(S)-6-ethyl-N-((S)-7-oxo-1-(5-(4-(4,4,5,5-tetramethyl-1,3,2-dioxaborolan-2-yl)phenyl)oxazol-2-yl)nonyl)-6-azaspiro[2.5]octane-1-carboxamide C(C)N1CCC2(C[C@@H]2C(=O)N[C@@H](CCCCCC(CC)=O)C=2OC(=CN2)C2=CC=C(C=C2)B2OC(C(O2)(C)C)(C)C)CC1